C(\C=C\C(=O)O)(=O)O.C(C1=CC=CC=C1)(=O)N.C(\C=C\C(=O)O)(=O)O.C(\C=C\C(=O)O)(=O)O.C(C1=CC=CC=C1)(=O)N benzamide sesquifumarate